3-triethoxysilylpropanethiolate C(C)O[Si](CCC[S-])(OCC)OCC